N-(2,6-difluoro-3-(5-(naphthalen-1-yl)-1H-pyrrolo[2,3-b]pyridine-3-carbonyl)phenyl)methanesulfonamide FC1=C(C(=CC=C1C(=O)C1=CNC2=NC=C(C=C21)C2=CC=CC1=CC=CC=C21)F)NS(=O)(=O)C